tert-butyl 5-(4-(((3R,4S)-1-(1-fluorocyclobutane-1-carbonyl)-4-(methylsulfonamido)piperidin-3-yl)methoxy)cyclohexyl)-1H-indazole-1-carboxylate FC1(CCC1)C(=O)N1C[C@H]([C@H](CC1)NS(=O)(=O)C)COC1CCC(CC1)C=1C=C2C=NN(C2=CC1)C(=O)OC(C)(C)C